2-(1'-(5-chloro-4-(((R)-1-(2,4-dichlorophenyl)ethyl)amino)pyrimidin-2-yl)-[3,4'-bipiperidin]-1-yl)ethan-1-ol ClC=1C(=NC(=NC1)N1CCC(CC1)C1CN(CCC1)CCO)N[C@H](C)C1=C(C=C(C=C1)Cl)Cl